(E)-3-((2R,3S)-1-(tert-butoxycarbonyl)-3-((tert-butyldimethylsilyl)oxy)piperidin-2-yl)acrylic acid C(C)(C)(C)OC(=O)N1[C@@H]([C@H](CCC1)O[Si](C)(C)C(C)(C)C)/C=C/C(=O)O